C(=O)O.FC=1C(=CC2=C(N=C(S2)NC[C@H](CNC2=NC=C(C=N2)SC)C)C1)C(=O)N1CC2(CNC2)CC1 (S)-(5-fluoro-2-((2-methyl-3-((5-(methylthio)pyrimidin-2-yl)amino)propyl)amino)benzo[d]thiazol-6-yl)(2,6-diazaspiro[3.4]octan-6-yl)methanone formate salt